NC1=NC=NN2C1=C(C=C2C=2C(=C(C(=O)N[C@@H]1CN(C[C@@H]1F)C(CC(C(F)(F)F)C(F)(F)F)=O)C(=CC2)CC)F)C(F)(F)F 3-[4-amino-5-(trifluoromethyl)pyrrolo[2,1-f][1,2,4]triazin-7-yl]-6-ethyl-2-fluoro-N-[(3R,4S)-4-fluoro-1-[4,4,4-trifluoro-3-(trifluoromethyl)butanoyl]pyrrolidin-3-yl]benzamide